racemic-trans-10,11-dihydroxy-5,6,6a,7,8,12b-hexahydrobenzo[a]phenanthridine OC1=CC2=C([C@@H]3C=4C=CC=CC4CN[C@H]3CC2)C=C1O |r|